7-decen-1-ol C(CCCCCC=CCC)O